N[C@H](C(=O)O)CNO L-2-AMINO-3-(HYDROXYAMINO)PROPIONIC ACID